5'-Bromospiro[cyclopropane-1,3'-pyrrolo[2,3-b]pyridin]-2'(1'H)-one BrC=1C=C2C(=NC1)NC(C21CC1)=O